N1(C=NC=C1)C=1C=CC(=C(C1)O)C=1N=NC(=CN1)C(=C)[C@H]1C[C@@]2(CC[C@H](C1)N2)C 5-(1H-imidazol-1-yl)-2-(6-(1-((1S,3R,5R)-1-methyl-8-azabicyclo[3.2.1]octan-3-yl)vinyl)-1,2,4-triazin-3-yl)phenol